FC(C=1C=2N(C=CC1)N=C(C2)[C@@H]2N(CCC1=C2N=CN1)C=1OC(=NN1)C)F (R)-2-(4-(4-(difluoromethyl)pyrazolo[1,5-a]pyridin-2-yl)-6,7-dihydro-1H-imidazo[4,5-c]pyridin-5(4H)-yl)-5-methyl-1,3,4-oxadiazole